diisoamyl 2,3-dioxosuccinate O=C(C(=O)OCCC(C)C)C(C(=O)OCCC(C)C)=O